Di-sulfur triazole phosphate P(=O)([O-])([O-])[O-].N1N=NC=C1.[S+2].[S+2]